(S)-(-)-amphetamine N[C@@H](C)CC1=CC=CC=C1